ethyl (E)-3-(2-((4-(allyloxy)piperidin-1-yl)sulfonyl)-1,2,3,4-tetrahydro isoquinolin-7-yl)-3-(1-(but-2-en-1-yl)-4-methyl-1H-benzo[d][1,2,3]triazol-5-yl)propanoate C(C=C)OC1CCN(CC1)S(=O)(=O)N1CC2=CC(=CC=C2CC1)C(CC(=O)OCC)C1=C(C2=C(N(N=N2)C\C=C\C)C=C1)C